7-bromo-2H-pyrrolo[1,2-a]pyrazin-1-one BrC=1C=C2N(C=CNC2=O)C1